CC1NC(NC=C1)=O 4-methyl-2-oxo-1,4-dihydro-2H-pyrimidine